C(CCCN(C)CCC(=O)N)N(C)CCC(=O)N 3,3'-(butane-1,4-diylbis(methylazanediyl))dipropanamide